1,2,2,6,6-pentamethylpiperidin-4-one CN1C(CC(CC1(C)C)=O)(C)C